3-pyridinecarboxylic acid, cyclopropylmethyl ester N1=CC(=CC=C1)C(=O)OCC1CC1